C(C)(C)NC(O[C@@H]1CC[C@H](CC1)C(N(C[C@@H]1CC[C@H](CC1)C1=NC(=C(C=C1)OC)C)C1=NC=CC(=C1)C=1N=C(OC1)C1CC1)=O)=O trans-4-((4-(2-Cyclopropyloxazol-4-yl)pyridine-2-yl)-((trans-4-(5-meth-oxy-6-methylpyridin-2-yl)cyclohexyl)-methyl)carbamoyl)-cyclohexyl isopropyl-carbamate